COC(=O)C1=CSC=C1 (methyl)thiophene-3-carboxylate